(±)-tert-butyl (1S,3R,5R)-6,6-difluoro-3-hydroxy-8-azabicyclo[3.2.1]octane-8-carboxylate FC1([C@H]2C[C@@H](C[C@@H](C1)N2C(=O)OC(C)(C)C)O)F |r|